N1CCNC=C1 (2S,5S)-tetrahydropyrazin